[C@H]1([C@H](CCCC1)N)N |r| rac-(1S,2S)-cyclohexane-1,2-diamine